NC([C@@](CO)(C)NC(=O)C1=C(OC2=C1C=C(C=C2)CC2CC2)C)=O (S)-N-(1-amino-3-hydroxy-2-methyl-1-oxopropan-2-yl)-5-(cyclopropylmethyl)-2-methylbenzofuran-3-carboxamide